ditert-butylethylamine C(C)(C)(C)N(CC)C(C)(C)C